C(C=CC=CC=CC=CC)=O 2,4,6,8-decatetraenal